CC1=C(C=CC(=C1)NC)NC(C1=CC=CC=C1)=O N-(2-methyl-4-(methylamino)phenyl)benzamide